OC1=C(C=CC(=C1)C(F)(F)F)C1=NN=C(C2=CC=CC=C12)NC[C@H](CO)O (2R)-3-[[4-[2-hydroxy-4-(trifluoromethyl)phenyl]phthalazin-1-yl]amino]propane-1,2-diol